FC=1C=NN(C1)[C@H]1C[C@@H](N(CC1)CC1=C2C=CN(C2=C(C=C1OC)C)C(=O)OC(C)(C)C)C1=CC=C(C=C1)C(=O)OC trans-tert-butyl 4-((4-(4-fluoro-1H-pyrazol-1-yl)-2-(4-(methoxycarbonyl)phenyl)piperidin-1-yl)methyl)-5-methoxy-7-methyl-1H-indole-1-carboxylate